butyl (2R)-2-(4-{[5-(trifluoromethyl)-2-pyridinyl]oxy}phenoxy)propanoate FC(C=1C=CC(=NC1)OC1=CC=C(O[C@@H](C(=O)OCCCC)C)C=C1)(F)F